(5-chloro-2-hydroxy-phenyl)-3-methyl-6-(trifluoromethyl)indolin-2-one ClC=1C=CC(=C(C1)N1C(C(C2=CC=C(C=C12)C(F)(F)F)C)=O)O